[Mg+2].C(CCCCCCCCCCC)C(C(C(=O)[O-])S(=O)(=O)O)(C(=O)[O-])CCCCCCCCCCCC didodecylsulfosuccinate magnesium salt